ClC=1CN(C(=CC1OCC1=NC=C(C=C1F)F)C)C1=CC(=NC=C1C)N1CC(=CC(=C1)Cl)C(C)(C)O 3'',5-dichloro-4''-((3,5-difluoropyridine-2-yl)methoxy)-3-(2-hydroxypropane-2-yl)-5',6''-dimethyl-2H,2''H-[1,2':4',1''-terpyridine]